C(C)OC(=O)C1=NC=C(C=C1)C1=C(C(=CC(=C1F)Cl)C(C)C1=NC(=C2N1C=CN=C2N)Cl)OC(C)C 5-(3-(1-(8-amino-1-chloroimidazo[1,5-a]pyrazin-3-yl)ethyl)-5-chloro-6-fluoro-2-isopropoxyphenyl)pyridine-2-carboxylic acid ethyl ester